CP(=O)(C)C=1C=CC=C2C(=CNC12)C1=NC(=NC=C1C(F)(F)F)N[C@H]1C2(CN(C2)C(=O)OC(C)(C)C)CC1 tert-Butyl (R)-5-((4-(7-(dimethylphosphoryl)-1H-indol-3-yl)-5-(trifluoromethyl)pyrimidin-2-yl)amino)-2-azaspiro[3.3]heptane-2-carboxylate